3-((chlorosulfonyl)Oxy)-heptyl 2,2-dimethylpropionate CC(C(=O)OCCC(CCCC)OS(=O)(=O)Cl)(C)C